Cl.Cl.N1(C2=C(OCC1)C=NC1=C2C=CN1)[C@H]1C[C@H](C1)N (cis)-3-(2,3-Dihydropyrrolo[3',2':5,6]pyrido[3,4-b][1,4]oxazin-1(7H)-yl)cyclobutan-1-amine dihydrochloride